5-(((8-fluoro-7-(8-fluoronaphthalen-1-yl)-2-((tetrahydro-1H-pyrrolizin-7a(5H)-yl)methoxy)pyrido[4,3-d]pyrimidin-4-yl)amino)methyl)oxazolidin-2-one FC1=C(N=CC2=C1N=C(N=C2NCC2CNC(O2)=O)OCC21CCCN1CCC2)C2=CC=CC1=CC=CC(=C21)F